COC1=CC=C(C=C1)S(=O)(C)=NC1=C(C=CC=C1)C#CC1=CN=C(C2=CC=CC=C12)C(=O)O 4-[2-(2-{[(4-methoxyphenyl)(methyl)oxo-λ6-sulfanylidene]amino}phenyl)ethynyl]-isoquinoline-1-carboxylic acid